(R)-1,2-dimethyl-N-(5-(3-methyl-1,2,4-oxadiazol-5-yl)-2,3-dihydro-1H-inden-1-yl)-1H-imidazole-5-carboxamide CN1C(=NC=C1C(=O)N[C@@H]1CCC2=CC(=CC=C12)C1=NC(=NO1)C)C